2,6-Bis(morpholinylmethyl)pyridine N1(CCOCC1)CC1=NC(=CC=C1)CN1CCOCC1